(1-(difluoromethyl)-2-oxabicyclo[2.1.1]hex-4-yl)methanol FC(C12OCC(C1)(C2)CO)F